FC(OP1(OCCO1)=O)(F)F 2-trifluoromethoxy-1,3,2-dioxaphospholane 2-oxide